NC=1C2=C(C(NN1)=O)N(C=C2C2=CC=C(CNC(C1=C(C=CC(=C1)F)OC)=O)C=C2)C2CC(C2)(F)F N-(4-(4-amino-1-(3,3-difluorocyclobutyl)-7-oxo-6,7-dihydro-1H-pyrrolo[2,3-d]pyridazin-3-yl)benzyl)-5-fluoro-2-methoxybenzamide